[1,1,2,2-tetradeuterio-2-(p-tolylsulfonyloxy)ethyl] 4-methylbenzenesulfonate CC1=CC=C(C=C1)S(=O)(=O)OC(C(OS(=O)(=O)C1=CC=C(C=C1)C)([2H])[2H])([2H])[2H]